ClC1=C2C=C(C(=CC2=CC=C1)OB(O)O)O (5-chloro-3-hydroxynaphthalen-2-yl)boric acid